O.[N+](=O)([O-])[O-].[O+2].[N+](=O)([O-])[O-] oxygen nitrate hydrate